3-[(1-naphthoylamino)methyl]-5-{(2S)-1-[(9H-fluoren-9-yl)methoxycarbonyl]pyrrolidin-2-yl}-1,2,4-Oxadiazole C1(=CC=CC2=CC=CC=C12)C(=O)NCC1=NOC(=N1)[C@H]1N(CCC1)C(=O)OCC1C2=CC=CC=C2C=2C=CC=CC12